FC=1C=C2CCC(OC2=CC1)C(=O)O 6-fluorochroman-2-carboxylic acid